C(#N)C1=C(C=C(C=C1OCC)[C@H]([C@H](CC=1SC=2C(N1)=C(C=CC2)C(=O)O)OC2CCCC2)O)OCC 2-[(2S,3R)-3-(4-cyano-3,5-diethoxy-phenyl)-2-(cyclopentoxy)-3-hydroxy-propyl]-1,3-benzothiazole-4-carboxylic acid